1,3-diethyl-N-(1-methylcyclopentyl)-2,4-dioxo-1,2,3,4-tetrahydroquinazoline-6-sulfonamide C(C)N1C(N(C(C2=CC(=CC=C12)S(=O)(=O)NC1(CCCC1)C)=O)CC)=O